(4-{5-[4-(8-fluoro-2-oxo-1,2-dihydro-3-quinolylamino)-2-pyrimidinylamino]-4-methoxy-2-pyridyl}-1-piperazinyl)acetonitrile FC=1C=CC=C2C=C(C(NC12)=O)NC1=NC(=NC=C1)NC=1C(=CC(=NC1)N1CCN(CC1)CC#N)OC